(1R,2R,4S)-1-methylbicyclo[2.2.1]heptan-2-ol C[C@@]12[C@@H](C[C@@H](CC1)C2)O